Methoxyethylpyridine COCCC1=NC=CC=C1